C(CC)(=O)OCC=C allyl propionoate